5-cyclopropyl-1-ethyl-N-[3-[7-[(4-methoxyphenyl)methyl-methyl-amino]-1,6-naphthyridin-3-yl]-4-methyl-phenyl]pyrazole-3-carboxamide C1(CC1)C1=CC(=NN1CC)C(=O)NC1=CC(=C(C=C1)C)C=1C=NC2=CC(=NC=C2C1)N(C)CC1=CC=C(C=C1)OC